C(C)OC1=C(C=CC(=C1)OCC)OP(OC1=C(C=C(C=C1)OCC)OCC)(=O)C(C(C)=O)CC1(CC=CC2=CC=CC=C12)N [1-(1-amino-1-naphthylmethyl)-2-oxopropyl]phosphonic acid bis(2,4-diethoxyphenyl) ester